FC(C1=CC=CC(=N1)NC1=CC2=C(N=C(S2)N2C(C3C4C=CC(C3C2=O)C4)=O)C=C1)(F)F 4-[6-[[6-(Trifluoromethyl)-2-pyridinyl]amino]-1,3-benzothiazol-2-yl]-4-azatricyclo[5.2.1.02,6]dec-8-ene-3,5-dione